1-(thiazolo[4,5-c]pyridin-6-yl)ethan-1-ol S1C=NC=2C=NC(=CC21)C(C)O